1-(2-oxo-2-(5-(2-(2,2,2-trifluoroethyl)pyridin-3-yl)isoindolin-2-yl)ethyl)-1H-1,2,4-triazole-3-carbonitrile O=C(CN1N=C(N=C1)C#N)N1CC2=CC=C(C=C2C1)C=1C(=NC=CC1)CC(F)(F)F